O=C1NC(CC[C@@H]1C1=CC(=NC=C1)N1CCC(CC1)C=O)=O |r| rac-(R)-1-(4-(2,6-dioxopiperidin-3-yl)pyridin-2-yl)piperidine-4-carbaldehyde